C(CCCCCCC\C=C/C=C/CC)CC(=O)O.CC1(NCCC(C1)C(=O)N1CCN(CC1)C)C (2,2-dimethylpiperidin-4-yl)(4-methylpiperazin-1-yl)methanone (9Z,11E)-tetradeca-9,11-dien-1-yl-acetate